COC1=CC=C(C=C1C=1CCCCC1)C=O 6-methoxy-2',3',4',5'-tetrahydro-[1,1'-biphenyl]-3-carbaldehyde